[S].[Ni] nickel sulfur